C1CCOC(=O)C2=C(OC=C2)C(=O)O1 furan-2,3-dicarboxylic acid trimethylene ester